C(=O)C1=NC2=CC=C(C=C2C=C1)C1=CC=C(C(=O)O)C=C1 4-(2-formylquinolin-6-yl)benzoic acid